C(C(C)(C)C)(=O)OCCCC(C)I 4-iodopentyl pivaloate